(3aR,7aR)-5-(5-fluoro-2-(2H-1,2,3-triazol-2-yl)benzoyl)octahydro-2H-pyrrolo[3,4-c]pyridine-2-carboxylic acid FC=1C=CC(=C(C(=O)N2C[C@H]3[C@@H](CC2)CN(C3)C(=O)O)C1)N1N=CC=N1